[O].OCCOC=1C=C(C=CC1)[C@@H](C)NC(C)=O N-[(1R)-1-[3-(2-hydroxyethoxy)phenyl]ethyl]acetamide oxygen